(2S)-N,2-dimethyl-N-(2-(pyrrolidin-1-yl)-4-(trifluoromethyl)benzyl)piperidin-4-amine CN(C1C[C@@H](NCC1)C)CC1=C(C=C(C=C1)C(F)(F)F)N1CCCC1